FC(C(C(C(C(C(F)(F)F)(F)F)(F)F)(F)F)(F)F)(F)O perfluoroamyl-methyl alcohol